(6-(2-chloro-5-fluorophenyl)-8-oxo-7,8-dihydro-6H-[1,3]dioxolo[4,5-e]isoindol-5-yl)-3-fluoro-5-(trifluoromethyl)benzamide ClC1=C(C=C(C=C1)F)C1NC(C2=C3C(=CC(=C12)C1=C(C(=O)N)C=C(C=C1F)C(F)(F)F)OCO3)=O